1,5-diphenylpent-1-en-4-yn-3-one-O-methyloxime CON=C(C=CC1=CC=CC=C1)C#CC1=CC=CC=C1